4-[3-[9-ethyl-6-morpholino-8-(4-pyridyl)purin-2-yl]phenyl]-1-methyl-piperazin-2-one C(C)N1C2=NC(=NC(=C2N=C1C1=CC=NC=C1)N1CCOCC1)C=1C=C(C=CC1)N1CC(N(CC1)C)=O